10-methyl-7-(oxetan-3-yl)-5,6,7,8,9,10-hexahydropyrido[3',2':4,5]pyrrolo[2,3-d]azepine CN1C2=C(C3=C1CCN(CC3)C3COC3)C=CC=N2